[N].N R-ammonia nitrogen